2-butyl-1,5-diazabicyclo(4.3.0)non-5-ene C(CCC)C1N2CCCC2=NCC1